[Br-].C(C1=CC=CC=C1)(=O)O[C@@]1([C@@H](CN(CC1)S(=O)(=O)CC1=CC=CC=C1)C[NH+](C)CC1=CC=CC=C1)C1=CC(=CC=C1)OC(C1=CC=CC=C1)=O 1-((3R,4S)-4-(benzoyloxy)-4-(3-(benzoyloxy)phenyl)-1-(benzylsulfonyl)piperidin-3-yl)-N-benzyl-N,N-dimethylammonium bromide